C1(CC1)C(CN1N=CN=C1)O 1-cyclopropyl-2-(1,2,4-triazol-1-yl)ethanol